FC=1C=C(C=CC1OC1=C2C(=NC=C1)NC(N2C(C)C)=O)C2=NN(C(=C2C(=O)N)C(F)(F)F)C2=C(C=CC=C2)F (3-fluoro-4-((1-isopropyl-2-keto-2,3-dihydro-1H-imidazo[4,5-b]pyridin-7-yl)oxy)phenyl)-1-(2-fluorophenyl)-5-(trifluoromethyl)-1H-pyrazole-4-carboxamide